Cl.ClC1=C(C=CC=C1)CCN 2-(2-Chlorophenyl)ethan-1-amine hydrochloride